FC=1C=CC(=C(C(=O)NCC2=CC=C(C=C2)C2=NN(C(=C2C(=O)OCC)NC(C2=CC=CC=C2)(C2=CC=CC=C2)C2=CC=CC=C2)[C@H](C(F)(F)F)C)C1)OC (S)-ethyl 3-(4-((5-fluoro-2-methoxybenzamido) methyl) phenyl)-1-(1,1,1-trifluoropropan-2-yl)-5-(tritylamino)-1H-pyrazole-4-carboxylate